ClC=1C(=NC(=C(C1)C#N)N1C[C@@H](C([C@@H](C1)C)F)C)NC=1C=C2C=C(C(N(C2=CC1)CC1CN(CCO1)C(=O)OC(C)(C)C)=O)OCC(=O)NC tert-butyl 2-[[6-[[3-chloro-5-cyano-6-[(3S,4S,5R)-4-fluoro-3,5-dimethyl-1-piperidyl]-2-pyridyl]amino]-3-[2-(methylamino)-2-oxo-ethoxy]-2-oxo-1-quinolyl]methyl]morpholine-4-carboxylate